C1OCCC2=CC=C(C=C12)S(=O)(=O)N isochroman-7-sulfonamide